P(=O)(=O)S(=O)(=O)Cl.[Si].[Li] lithium silicon phosphosulfuryl chloride